N-(2-(cyclohexylamino)-1-(naphthalen-2-yl)-2-oxoethyl)-N-cyclopentyl-4-(pyridin-1-yl)butanamide C1(CCCCC1)NC(C(C1=CC2=CC=CC=C2C=C1)N(C(CCCN1CC=CC=C1)=O)C1CCCC1)=O